C(C1=CC=CC=C1)P(C1=CC=CC=C1)C benzyl-(methyl)phenylphosphine